tert-butyl (2R,3S)-2-((((1s,4S)-4-(3-hydroxyphenyl)cyclohexyl)oxy)methyl)-3-(methylsulfonamido)piperidine-1-carboxylate OC=1C=C(C=CC1)C1CCC(CC1)OC[C@@H]1N(CCC[C@@H]1NS(=O)(=O)C)C(=O)OC(C)(C)C